C(C)OC1CCC(CC1)NC=1N=CC2=C(N1)C(=CN=C2NC(C2=CC=CC=C2)=O)C2=CC(=C(C=C2)F)O N-(2-(((1R,4R)-4-ethoxycyclohexyl)amino)-8-(4-fluoro-3-hydroxyphenyl)pyrido[4,3-d]pyrimidin-5-yl)benzamide